N-[2-(dimethylamino)ethyl]-4-[(2-phenyl-imidazo[1,2-a]pyrazin-3-yl)amino]benzamide CN(CCNC(C1=CC=C(C=C1)NC1=C(N=C2N1C=CN=C2)C2=CC=CC=C2)=O)C